BrC=1C=C(C=CC1C)C=1C(=C(C(N(C1)C1=CC=C(C=C1)F)=O)C(=O)N)OCC (3-bromo-4-methylphenyl)-4-ethoxy-1-(4-fluorophenyl)-2-keto-1,2-dihydropyridine-3-carboxamide